C(C)(=O)NCCN=C(C1=C(C=C(C=C1)OCC=1C(=C(C=CC1)C1=CC=CC=C1)C)OCC1=CC(=CC=C1)C#N)NCCNC(C)=O N-(2-(N'-(2-acetamidoethyl)-2-((3-cyanobenzyl)oxy)-4-((2-methyl-[1,1'-biphenyl]-3-yl)methoxy)benzimidamido)ethyl)acetamide